[9-(biphenyl-4-yl)-9H-carbazol-3-yl]boronic acid C1(=CC=C(C=C1)N1C2=CC=CC=C2C=2C=C(C=CC12)B(O)O)C1=CC=CC=C1